6,6,9-trimethyl-3-propyl-6a,7,8,10a-tetrahydro-6H-benzo[c]chromene-1-ol CC1(OC=2C=C(C=C(C2C2C1CCC(=C2)C)O)CCC)C